C(CCC)C(C)(CC)P(O)(O)=O n-butyl-sec-butylphosphonic acid